(morpholin-4-yl)but-2-yn-1-one N1(CCOCC1)C(C#CC)=O